3-Bromo-2,6-dichloro-pyridine BrC=1C(=NC(=CC1)Cl)Cl